N-(2-(methylsulfonamido)ethyl)-3-(4-phenyl-1H-imidazol-2-yl)-1H-indazole-5-carboxamide CS(=O)(=O)NCCNC(=O)C=1C=C2C(=NNC2=CC1)C=1NC=C(N1)C1=CC=CC=C1